6-Aza-cytidine [C@@H]1([C@H](O)[C@H](O)[C@@H](CO)O1)N1C(=O)N=C(N)C=N1